NCCOCCNC(OC1=C(C=C(C=C1)CNC(CCCC\C=C\C(C)C)=O)OC)=O (E)-2-methoxy-4-[(8-methylnon-6-enamido)methyl]phenyl [2-(2-aminoethoxy)ethyl]carbamate